C12(CC3CC(CC(C1)C3)C2)NCC2=CC=C(C(=O)NC3=CC=C(C=C3)N3C(NC(CC3)=O)=O)C=C2 4-(((adamantan-1-yl)amino)methyl)-N-(4-(2,4-dioxotetrahydropyrimidin-1(2H)-yl)phenyl)benzamide